FC1=C(C(=CC=C1)F)C1CC(=NO1)C=1N=C(SC1)C1CCN(CC1)C(CN1C=NC2=C1C=CC(=C2)OC(F)(F)F)=O 1-(4-(4-(5-(2,6-difluorophenyl)-4,5-dihydroisoxazol-3-yl)thiazol-2-yl)piperidin-1-yl)-2-(5-(trifluoromethoxy)-1H-benzoimidazol-1-yl)ethan-1-one